phthaloyl-biscaprolactam C(C=1C(C(=O)C2CCCCC(=O)N2)=CC=CC1)(=O)C1CCCCC(=O)N1